FC(COC1CCC(CC1)N)(F)F 4-(2,2,2-trifluoroethoxy)cyclohexanamine